C1(NCCC12CCNCC2)=O 2,8-diazaspiro[4.5]Decan-1-one